(E)-1-methyl-4-(1-methyl-4-(4-(2-(quinolin-3-yl)vinyl)benzamido)-1H-pyrrole-2-carboxamido)-N-(4-(piperidin-1-yl)butyl)-1H-pyrrole-2-carboxamide CN1C(=CC(=C1)NC(=O)C=1N(C=C(C1)NC(C1=CC=C(C=C1)\C=C\C=1C=NC2=CC=CC=C2C1)=O)C)C(=O)NCCCCN1CCCCC1